N1(N=CC=C1)C1=CC=C(CN(C2=CC(=NC=C2)CN2CC(NCC2)=O)CC2=CC(=CC=C2)OC)C=C1 4-((4-((4-(1H-pyrazol-1-yl)benzyl)(3-methoxybenzyl)amino)pyridin-2-yl)methyl)piperazin-2-one